[2H]C1=CC(=CC(=N1)C(=O)N)NC(=O)[C@@H]1O[C@@]([C@@H]([C@H]1C1=C(C(=C(C=C1)F)F)OC)C)(C(F)(F)F)C 6-Deuterio-4-[[(2R,3S,4R,5S)-3-(3,4-difluoro-2-methoxyphenyl)-4,5-dimethyl-5-(trifluoromethyl)tetrahydrofuran-2-carbonyl]amino]pyridin-2-carboxamid